C(C(CO)(C=CC[C@@H](C)[C@H]1CC[C@H]2[C@@H]3CC[C@@H]4CCCC[C@]4(C)[C@H]3CC[C@]12C)O)(O)(O)O 5β-cholestenepentol